(2E)-3-(dimethylamino)-1-[4-(methylthio)phenyl]-2-propen-1-one CN(/C=C/C(=O)C1=CC=C(C=C1)SC)C